1-(quinolin-7-yl)ethan-1-one N1=CC=CC2=CC=C(C=C12)C(C)=O